S-(2,6-dimethylphenyl)2-bromo-2-methylpropanethiol CC1=C(C(=CC=C1)C)SCC(C)(C)Br